ClC1=CC=C2C(=N1)N(C(=N2)C)CC2(CCOCC2)O 4-((5-chloro-2-methyl-3H-imidazo[4,5-b]pyridin-3-yl)methyl)tetrahydro-2H-pyran-4-ol